C(C1=CC=CC=C1)N1N=C(N=C1)C(=O)NC1C(N(C=2N(CC1)N=C(C2)C(C)(C)F)C)=O 1-benzyl-N-[2-(1-fluoro-1-methyl-ethyl)-4-methyl-5-oxo-7,8-dihydro-6H-pyrazolo[1,5-a][1,3]diazepin-6-yl]-1,2,4-triazole-3-carboxamide